tert-Butyl 4-chloro-3-(ethylsulfonamido)phenylcarbamate ClC1=C(C=C(C=C1)NC(OC(C)(C)C)=O)NS(=O)(=O)CC